[5-[(4-chlorophenyl)methyl]-3-pyridyl]methanol ClC1=CC=C(C=C1)CC=1C=C(C=NC1)CO